ClC1=NC=CC=C1C(C)(C)NC(OC(C)(C)C)=O tert-butyl (2-(2-chloropyridin-3-yl)propan-2-yl)carbamate